N-((3R,4S)-4-((6-(2,6-dichloro-3,5-dimethoxyphenyl)-8-((3-(isopropylamino)propyl)amino)pyrido[3,4-d]pyrimidin-2-yl)amino)tetrahydrofuran-3-yl)acrylamide ClC1=C(C(=C(C=C1OC)OC)Cl)C1=CC2=C(N=C(N=C2)N[C@H]2[C@H](COC2)NC(C=C)=O)C(=N1)NCCCNC(C)C